COC(CCCCCCC1C(C=CC1=O)O)=O 7-(2-hydroxy-5-oxocyclopent-3-en-1-yl)-heptanoic acid methyl ester